6-Bromo-3-chloroisoquinoline BrC=1C=C2C=C(N=CC2=CC1)Cl